2,3,5,6-tetrachloro-1,4-Benzenedicarboxylic acid ClC1=C(C(=C(C(=C1Cl)C(=O)O)Cl)Cl)C(=O)O